OC(COS(=O)(=O)C1=CC=C(C=C1)C)CCN1N=CC=C(C1=O)C1=CC=CC=C1.CC=1N=CSC1C1=CCC2(OCCO2)CC1 4-methyl-5-(1,4-dioxaspiro[4.5]dec-7-en-8-yl)thiazole 2-hydroxy-4-(6-oxo-5-phenylpyridazin-1(6H)-yl)butyl-4-methylbenzenesulfonate